NC=1C=CC(=C(C1)S(=O)(=O)NC(C)(C)C)B1OC(C(O1)(C)C)(C)C 5-amino-N-tert-butyl-2-(4,4,5,5-tetramethyl-1,3,2-dioxaborolan-2-yl)benzenesulfonamide